hydrazine-1-carbodithioate N(N)C(=S)[S-]